FC=1C(=C(C=CC1F)[C@@H]1[C@H](O[C@@](C1)(C(F)(F)F)C)C(=O)NC=1C=NC(=NC1)[C@H](CO)O)OC (2S,3R,5S)-3-(3,4-difluoro-2-methoxyphenyl)-N-(2-((R)-1,2-dihydroxyethyl)pyrimidin-5-yl)-5-methyl-5-(trifluoromethyl)tetrahydrofuran-2-carboxamide